COC(=O)C1=C(NCCC1=O)C 2-methyl-4-oxo-1,4,5,6-tetrahydropyridine-3-carboxylic acid methyl ester